6-[[5-[5-(difluoromethyl)-1,3,4-oxadiazol-2-yl]-4-[[(1S)-2-hydroxy-1-phenyl-ethyl]amino]pyrimidin-2-yl]amino]-2-methyl-3,4-dihydroisoquinolin-1-one FC(C1=NN=C(O1)C=1C(=NC(=NC1)NC=1C=C2CCN(C(C2=CC1)=O)C)N[C@H](CO)C1=CC=CC=C1)F